ClC1=C(C=CC=C1)N1C(=C(CC(=C1C)C(=O)OC)C(=O)O)COCCN1C(C=2C(C1=O)=CC=CC2)=O (2-chlorophenyl)-2-({[2-(phthalimido)ethyl]oxy}methyl)-5-(methoxycarbonyl)-6-methyl-1,4-dihydropyridine-3-carboxylic acid